3-(3,6-dihydro-2H-pyran-4-yl)-5-nitroaniline O1CCC(=CC1)C=1C=C(N)C=C(C1)[N+](=O)[O-]